C(=O)(O)CN[C@@H](CCCCN)C(=O)O N-carboxymethyl-lysine